C(C)(C)C1=C(NC2=CN=C(C(=C21)C)N2CCN(CC2)CCS(=O)(=O)C)C=2C(=C(C=1N(C2)N=CN1)C)C 6-(3-isopropyl-4-methyl-5-(4-(2-(methylsulfonyl)ethyl)piperazin-1-yl)-1H-pyrrolo[2,3-c]pyridin-2-yl)-7,8-dimethyl-[1,2,4]triazolo[1,5-a]pyridine